CC(C#C)(C)OP(=O)(CCC=C)CCC=C 1,1-dimethyl-2-propynyl-bis(3-butenyl)phosphinic acid